ClC1=C(C=CC(=C1)CC)C1=C(C=CC=C1)F chloro-4-ethyl-2'-fluoro[1,1'-biphenyl]